OCC1NC(C2(C1)C(NC(CC2)=O)=O)=O 3-(Hydroxymethyl)-2,7-diazaspiro[4.5]decane-1,6,8-trione